ClC=1C=C(C=CC1F)C(C=1NC(=CN1)S(=O)(=O)NC1CNCCC1)C1=CC(=C(C=C1)F)Cl 2-(bis(3-chloro-4-fluorophenyl)methyl)-N-(piperidin-3-yl)-1H-imidazole-5-sulfonamide